4-chloro-2-(oxetan-3-yl)-5-(4,4,5,5-tetramethyl-1,3,2-dioxaborolan-2-yl)-2H-indazole ClC=1C2=CN(N=C2C=CC1B1OC(C(O1)(C)C)(C)C)C1COC1